7-(8-chloronaphthalen-1-yl)-2-((1-methylpyrrolidin-2-yl)methoxy)-5,6,7,8-tetrahydropyrido[3,4-d]pyrimidin-4(3H)-one ClC=1C=CC=C2C=CC=C(C12)N1CC=2N=C(NC(C2CC1)=O)OCC1N(CCC1)C